(R)-1-azido-3-benzyloxy-2-propanol N(=[N+]=[N-])C[C@H](COCC1=CC=CC=C1)O